(S)-2-(3-fluoro-5-(isoxazol-4-ylmethyl)-2-methoxyphenyl)-2-((R)-3-((5-(5,6,7,8-tetrahydro-1,8-naphthyridin-2-yl)pentyl)oxy)pyrrolidin-1-yl)acetic acid FC=1C(=C(C=C(C1)CC=1C=NOC1)[C@@H](C(=O)O)N1C[C@@H](CC1)OCCCCCC1=NC=2NCCCC2C=C1)OC